C(C)[C@]12N(C=3C(=NN=C(C3)C3=C(C(=CC=C3)F)OC)NC1)C[C@@H](C2)OC2=NC=C(C(=O)OC)C(=C2)C Methyl 6-(((6aR,8R)-6a-ethyl-2-(3-fluoro-2-methoxyphenyl)-5,6,6a,7,8,9-hexahydro-pyrrolo[1',2':4,5]pyrazino[2,3-c]pyridazin-8-yl)oxy)-4-methylnicotinate